(4-bromo-2,2-difluoro-6-nitrobenzo[d][1,3]dioxol-5-yl)(2-chloro-5-fluorophenyl)methanone BrC1=C(C(=CC=2OC(OC21)(F)F)[N+](=O)[O-])C(=O)C2=C(C=CC(=C2)F)Cl